ClC=1C=C(C#N)C=C(C1N1N=CC=2C=NC(=CC21)NC2=NC=NC(=C2)N2CC1(C2)CC(C1)O)F 3-chloro-5-fluoro-4-(6-((6-(6-hydroxy-2-azaspiro[3.3]heptan-2-yl)pyrimidin-4-yl)amino)-1H-pyrazolo[4,3-c]pyridin-1-yl)benzonitrile